C(=O)O.ClC1=C(NC=2C(=NC(=C(N2)NC)C=2C3=C(C=NC2)N(C=N3)C)C(=O)N)C=CC(=C1)CN1CC3(COC3)C1 3-[2-Chloro-4-(2-oxa-6-azaspiro[3.3]heptan-6-ylmethyl)anilino]-5-(methylamino)-6-(3-methylimidazo[4,5-c]pyridin-7-yl)pyrazine-2-carboxamide formate salt